N-(4-((2,6-dimethyl-5,6-dihydro-4H-benzo[b][1,2,4]triazolo[1,5-d][1,4]diazepin-7-yl)amino)-5-(propanoyl-3,3,3-d3)pyridin-2-yl)cyclopropanecarboxamide CC1=NN2C3=C(N(CCC2=N1)C)C(=CC=C3)NC3=CC(=NC=C3C(CC([2H])([2H])[2H])=O)NC(=O)C3CC3